C(C(C)C)OC(CCCCCCCCC)=O decanoic acid isobutyl ester